C(CCCCCCCCCCCCCCCCC)(=O)O.C(C(O)CO)C=CCCCCCCCCCCCCCC glyceryl-hexadecene stearate